C(C)(C)(C)N(C(O)=O)C1=C2C(=NC=N1)N(N=C2I)[C@@H]2O[C@@H]([C@H]1OC(O[C@H]12)(C)C)CO.C(CCCCCCCCCCCCCCC)(=O)O Palmitic acid tert-Butyl(1-((3aR,4R,6R,6aR)-6-(hydroxymethyl)-2,2-dimethyltetrahydrofuro[3,4-d][1,3]dioxol-4-yl)-3-iodo-1H-pyrazolo[3,4-d]pyrimidin-4-yl)carbamate